2-(2-((3'-(aminomethyl)-5-(3-oxa-9-azaspiro[5.5]undecan-9-yl)-[1,1'-biphenyl]-3-yl)methoxy)phenyl)acetic acid NCC=1C=C(C=CC1)C1=CC(=CC(=C1)N1CCC2(CCOCC2)CC1)COC1=C(C=CC=C1)CC(=O)O